COCCN1CCN(CC1)C1=CC=C(C=C1)C=1C=C(C2=C(N(C(=N2)C2=CC=C(C=C2)S(=O)(=O)C)C)C1)C 6-(4-(4-(2-methoxyethyl)piperazin-1-yl)phenyl)-1,4-dimethyl-2-(4-(methylsulfonyl)phenyl)-1H-benzo[d]imidazole